C(C)OC(=O)C1=C(SC(=C1C(=O)OCC)NC(CCCC)=O)N=CC=1SC(=CC1)[N+](=O)[O-] 2-(5-nitrothiophen-2-yl)methyleneamino-5-pentanamidothiophene-3,4-dicarboxylic acid diethyl ester